hydroxymethylpropane triacrylate C(C=C)(=O)O.C(C=C)(=O)O.C(C=C)(=O)O.OCCCC